N-(bis(4-(tributylsilyl)phenyl)phosphaneyl)-N-isopropyl-1-(2-methoxyphenyl)-1-phenylphosphanamine C(CCC)[Si](C1=CC=C(C=C1)P(N(P(C1=CC=CC=C1)C1=C(C=CC=C1)OC)C(C)C)C1=CC=C(C=C1)[Si](CCCC)(CCCC)CCCC)(CCCC)CCCC